tert-butyl [(3S,SR)-5-methylpiperidin-3-yl]carbamate C[C@H]1C[C@@H](CNC1)NC(OC(C)(C)C)=O |&1:1|